N1(N=CC=C1)CC1(CCN(CC1)C1=NC=C2C(=N1)N(N=C2C2=C(C(=C(C(=C2)C(F)(F)F)F)O)F)C)O 4-((1H-Pyrazol-1-yl)methyl)-1-(3-(2,4-difluoro-3-hydroxy-5-(trifluoromethyl)phenyl)-1-methyl-1H-pyrazolo[3,4-d]pyrimidin-6-yl)piperidin-4-ol